C1(=CC=CC2=CC=CC=C12)C=1C=C(C=CC1)NC1=CC=C(C=C1)C1=CC=C(C=C1)C1=CC=CC=C1 N-(3-(naphthalen-1-yl)phenyl)-[1,1':4',1''-terphenyl]-4-amine